1-{3-methoxy-4-{[3-methyl-4-(2,2,2-trifluoroethoxy)pyridin-2-yl]methoxy}benzyl}-3-(4-methoxybenzyl)urea COC=1C=C(CNC(=O)NCC2=CC=C(C=C2)OC)C=CC1OCC1=NC=CC(=C1C)OCC(F)(F)F